1-(tert-Butoxycarbonyl)-(4R)-2-((benzyloxy)methyl)-4-hydroxypyrrolidine-2-carboxylic acid methyl ester COC(=O)C1(N(C[C@@H](C1)O)C(=O)OC(C)(C)C)COCC1=CC=CC=C1